O=C1NC(CCC1N1C(C2=CC=C(C=C2C1)CNC(=O)C1COC2=CC=C(C=C2C1)F)=O)=O N-((2-(2,6-dioxopiperidin-3-yl)-1-oxoisoindolin-5-yl)methyl)-6-fluorochroman-3-carboxamide